NCC1CCC(CC1)CNC(OC(C)(C)C)=O tert-butyl {[(1r,4r)-4-(aminomethyl)cyclohexyl]methyl}carbamate